1,2-dibutyryl-sn-glycero-3-phosphocholine C(CCC)(=O)OC[C@@H](OC(CCC)=O)COP(=O)([O-])OCC[N+](C)(C)C